NC1=NC(=NC(=N1)C1=CC=C(C=C1)N)NC1=CC=C(C=C1)O 4-((4-amino-6-(4-aminophenyl)-1,3,5-triazin-2-yl)amino)phenol